2-(4-aminophenyl)-1-cyclobutyl-5-hydroxy-1H-indole-6-carbonitrile NC1=CC=C(C=C1)C=1N(C2=CC(=C(C=C2C1)O)C#N)C1CCC1